4-(3-((1H-pyrazol-4-yl)methyl)ureido)-N-(2-chlorophenyl)benzamide N1N=CC(=C1)CNC(NC1=CC=C(C(=O)NC2=C(C=CC=C2)Cl)C=C1)=O